1-bromo-2-[6-methyl-3-(1,3-thiazol-4-yl)-1H,4H,5H,6H,7H-pyrazolo[4,3-c]pyridine-5-carbonyl]indolizine BrC=1C(=CN2C=CC=CC12)C(=O)N1CC2=C(CC1C)NN=C2C=2N=CSC2